C[C@H](CCCC(C)CO)[C@H]1CC[C@@H]2[C@@]1([C@H](C[C@H]3[C@H]2[C@@H](C[C@H]4[C@@]3(CC[C@H](C4)O)C)O)O)C The molecule is a 3alpha-hydroxy steroid, a 7alpha-hydroxy steroid, a 12alpha-hydroxy steroid and a 26-hydroxy steroid. It has a role as a human metabolite and a mouse metabolite. It derives from a hydride of a 5beta-cholestane.